N[C@@H](CNC1=NC(=C2C(=N1)N(N=C2)C)NCC2=CC(=C(C=C2)C)Cl)C 6-N-[(2R)-2-aminopropyl]-4-N-[(3-chloro-4-methylphenyl)methyl]-1-methylpyrazolo[3,4-d]pyrimidine-4,6-diamine